iminoguanine N=NC=1NC(C=2NC=NC2N1)=O